4-(1,10-phenanthroline-5-yl)-benzoic acid methyl ester COC(C1=CC=C(C=C1)C1=C2C=CC=NC2=C2N=CC=CC2=C1)=O